7-bromo[1,2,4]triazolo[1,5-a]pyridin-2-amine BrC1=CC=2N(C=C1)N=C(N2)N